CC1=C(N(CC2OC2)CC2OC2)C(=CC=C1)C 2,6-dimethyl-N,N-bis[(oxiran-2-yl)methyl]aniline